isopropyl-5-(2-(5-(piperidin-1-yl)pyridin-2-yl)amino-5-fluoropyrimidin-4-yl)-pyridin-2(1H)-one C(C)(C)N1C(C=CC(=C1)C1=NC(=NC=C1F)NC1=NC=C(C=C1)N1CCCCC1)=O